NC=1C=C(C=C(C1)C(F)(F)F)NC(C(F)(F)F)=O N-(3-amino-5-(trifluoromethyl)phenyl)trifluoroacetamide